C(C)(C)NC(O[C@H]1[C@H](C[C@H](C1)C1=NNC(=C1)NC=1C=2N(C=CN1)N=C(C2)COC)F)=O |r| rac-(1R,2S,4S)-2-fluoro-4-(5-((2-(methoxymethyl)pyrazolo[1,5-a]pyrazin-4-yl)amino)-1H-pyrazol-3-yl)cyclopentyl isopropylcarbamate